CN(C)C[C@@H]1OCCN(C1)C1=C(C=NC=2NC3=C(C=C(C=C3C21)F)NC)C2=CN1C(C(=CC=C1C=C2)C(=O)O)=O (S)-7-(4-(2-((dimethylamino)methyl)morpholino)-6-fluoro-8-(methylamino)-9H-pyrido[2,3-b]indol-3-yl)-4-oxo-4H-quinolizine-3-carboxylic acid